C(C)OC(C(C(CCCCl)Br)=O)=O bromo-6-chloro-2-oxo-hexanoic acid ethyl ester